N'-(2-(4-isobutylphenyl)propionyl)-6-methyl-4-diethylamino-2-(phenylamino)furo[2,3-d]pyrimidine-5-carbohydrazide C(C(C)C)C1=CC=C(C=C1)C(C(=O)NNC(=O)C1=C(OC=2N=C(N=C(C21)N(CC)CC)NC2=CC=CC=C2)C)C